NC=1C(NC(N(N1)C1=CC(=C(C(=C1)Cl)OC1=CN(C(C=C1)=O)C1CCC1)Cl)=O)=O 6-amino-2-(3,5-dichloro-4-((1-cyclobutyl-6-oxo-1,6-dihydropyridin-3-yl)oxy)phenyl)-1,2,4-triazine-3,5(2H,4H)-dione